N(=C=O)CC1=CC(=CC=C1)CN=C=O 1,3-diisocyanatomethyl-benzene